O[C@@H](C(=O)OC1CCCCCCC1)[C@H](C(=O)OC1CCCCCCC1)O dicyclooctyl (2R,3R)-2,3-dihydroxysuccinate